S1C(=CC=C1)NN=CC=1N(C=CN1)C 1-methyl-1H-imidazole-2-carboxaldehyde 2-thiophenyl hydrazone